C1(CC1)C=1C=C(OC=2C=NC=C(C2C(=O)NCC(F)C2=C(C=C(C=C2)Cl)Cl)CC)C=CC1 3-(3-cyclopropyl-phenoxy)-N-[2-(2,4-dichlorophenyl)-2-fluoro-ethyl]-5-ethyl-pyridine-4-carboxamide